7-phenyl-2-azaspiro[3.5]nonane trifluoroacetate salt FC(C(=O)O)(F)F.C1(=CC=CC=C1)C1CCC2(CNC2)CC1